ClC1=C2C(N(C(NC2=CC(=C1)CN1CCN(CC1)C=1C=CC(=NC1F)C(=O)NC)=O)CC)=O 5-(4-((5-chloro-3-ethyl-2,4-dioxo-1,2,3,4-tetrahydroquinazolin-7-yl)methyl)piperazin-1-yl)-6-fluoro-N-methylpicolinamide